FC(C(=O)O)(F)F.NC1CCC(CC1)CN1C(\C(\C2=C(C(=CC=C12)C(=O)NCC#C)F)=C/C=1NC(=CC1C)C)=O (Z)-1-(((1r,4r)-4-aminocyclohexyl)methyl)-3-((3,5-dimethyl-1H-pyrrol-2-yl)methylene)-4-fluoro-2-oxo-N-(prop-2-yn-1-yl)indoline-5-carboxamide trifluoroacetate salt